O1COC2=C1C=CC(=C2)CN2C[C@@H]1C([C@@H]1C2)NC=2N=NC(=CC2)C2=C(C=CC(=C2)F)Cl (1R,5S,6s)-3-(1,3-benzodioxol-5-ylmethyl)-N-[6-(2-chloro-5-fluoro-phenyl)pyridazin-3-yl]-3-azabicyclo[3.1.0]hexan-6-amine